ICCN(C1=CC=C(C=C1)OC(=O)N[C@@H](CCC(=O)O)C(=O)O)CCI 4-[bis(2-iodoethyl)amino]phenyloxycarbonyl-L-glutamic acid